2-hydroxy-2-methyl-1-(4-(methylsulfonyl)phenyl)propan-1-one OC(C(=O)C1=CC=C(C=C1)S(=O)(=O)C)(C)C